NC1=C(C=C(C=N1)C1=CC=C(C=C1)C(=O)N1CCN(CC1)CC)OCC1=CC=CC=C1 [4-(6-amino-5-benzyloxy-pyridin-3-yl)-phenyl]-(4-ethyl-piperazin-1-yl)-methanone